FC=1C=C(C=C(C1OC1=CC=NC2=CC(=CC=C12)OCCO)F)C1=NC=CC(=C1C(=O)N)OC (3,5-difluoro-4-{[7-(2-hydroxyethoxy)quinolin-4-yl]oxy}phenyl)-4-methoxypyridine-3-carboxamide